L(+)-glutamine C(CC(=O)N)[C@H](C(=O)O)N